1-(4-chloroanilino)-4-(4-pyridylmethyl)phthalazine ClC1=CC=C(NC2=NN=C(C3=CC=CC=C23)CC2=CC=NC=C2)C=C1